(2S,4R)-4-(methylthio)pyrrolidine-2-carboxylic acid methyl ester COC(=O)[C@H]1NC[C@@H](C1)SC